N-(tert-butoxycarbonyl)-(2S)-2-aminopentanethioic S-acid C(C)(C)(C)OC(=O)N[C@H](C(S)=O)CCC